C(C)(C)[Si](OC(C)C)(C)C(C)C di-iso-propylmethyl(iso-propoxy)silane